CC=1N=C(SC1C=1C=NN(C1)C(C)CC)N 4-methyl-5-(1-(butan-2-yl)pyrazol-4-yl)-1,3-thiazol-2-amine